CS(=O)(=O)[O-].C(CCCCC)[NH+]1C(CCCC1)CC 1-Hexyl-2-ethylpiperidinium methansulfonat